S1C(=CC=C1)C(C#C)O 1-(2-thienyl)prop-2-yn-1-ol